tert-butyl (1-((3-cyanophenyl)sulfonyl)piperidin-4-yl)carbamate C(#N)C=1C=C(C=CC1)S(=O)(=O)N1CCC(CC1)NC(OC(C)(C)C)=O